Cyclopropylmethylsulfonamide C1(CC1)CS(=O)(=O)N